tris(1-aziridinyl)-phosphine oxide N1(CC1)P(N1CC1)(N1CC1)=O